CN(C(OCCCCCCC)=O)C heptyl N,N-dimethylcarbamate